(S)-2-(3-(5-chloro-2-fluorophenyl)-3-(4-isopropylpiperazin-1-yl)propyl)isoindoline-1,3-dione ClC=1C=CC(=C(C1)[C@H](CCN1C(C2=CC=CC=C2C1=O)=O)N1CCN(CC1)C(C)C)F